9-(4-tert-butylphenyl)-3,6-bis(triphenylmethylsilyl)-9H-carbazole C(C)(C)(C)C1=CC=C(C=C1)N1C2=CC=C(C=C2C=2C=C(C=CC12)[SiH2]C(C1=CC=CC=C1)(C1=CC=CC=C1)C1=CC=CC=C1)[SiH2]C(C1=CC=CC=C1)(C1=CC=CC=C1)C1=CC=CC=C1